[IH]1[IH][IH]C=CC=CC=C1 triiodonine